OC(CCCCN1C(N(C=2N=CN(C2C1=O)C)C)=O)(CC)C 1-(5-Hydroxy-5-methylheptyl)-3,7-dimethyl-1H-purine-2,6(3H,7H)-dione